[Cd].[Cd] cadmium, cadmium salt